C(C)(C)(C)C=1C=CC(=C(C1)S(=O)(=O)NC(=O)C1=CNC2=C(C=CC=C2C1=O)N1N=CC=C1)OC N-((5-(tert-butyl)-2-methoxyphenyl)sulfonyl)-4-oxo-8-(1H-pyrazol-1-yl)-1,4-dihydro-quinoline-3-carboxamide